(4-fluorobenzyl)-4,5-dihydro-1H-imidazol-2-amine hydrochloride Cl.FC1=CC=C(CN2C(=NCC2)N)C=C1